methyl (e)-but-2-enoate C(\C=C\C)(=O)OC